FC1(CN(CC1)[C@@H]1CC[C@H](CC1)N)F (trans)-4-(3,3-difluoropyrrolidin-1-yl)cyclohexan-1-amine